3,7-dimethyl-6-octene-1-ol CC(CCO)CCC=C(C)C